4-hydroxyazelate OC(CCC(=O)[O-])CCCCC(=O)[O-]